6-(4-chlorobenzyl)-9-isopropyl-2-(1-methyl-2-oxo-1,2-dihydropyridin-4-yl)-2,6,9-triazaspiro[4.5]decane-7,10-dione ClC1=CC=C(CN2C3(CCN(C3)C3=CC(N(C=C3)C)=O)C(N(CC2=O)C(C)C)=O)C=C1